C1(CC1)N1CCN(CC1)C1CCN(CC1)C1=C(C=C(C(=C1)OC)NC1=NC=NC(=C1)N1OCC[C@@H]1C1=C(C(=CC=C1)C(F)(F)F)F)NC(C=C)=O (R)-N-(2-(4-(4-cyclopropylpiperazin-1-yl)piperidin-1-yl)-5-((6-(3-(2-fluoro-3-(trifluoromethyl)phenyl)isoxazolidin-2-yl)pyrimidin-4-yl)amino)-4-methoxyphenyl)acrylamide